NCCC=1C=NC(=NC1)C1=C(C=C(C#N)C=C1)OC=1N(N=C(C1)C1CCCC1)C 4-[5-(2-aminoethyl)pyrimidin-2-yl]-3-(5-cyclopentyl-2-methylpyrazol-3-yl)oxybenzonitrile